4-[(3S)-3-amino-3-methylpyrrolidin-1-yl]-6-cyano-5-[3-(difluoromethoxy)phenyl]-N-[(2S)-1,1,1-trifluoropropan-2-yl]pyridine-3-carboxamide N[C@@]1(CN(CC1)C1=C(C=NC(=C1C1=CC(=CC=C1)OC(F)F)C#N)C(=O)N[C@H](C(F)(F)F)C)C